(3S,4r,5R)-1-(2-(pyridin-2-yl)ethyl)piperidine-3,4,5-triol N1=C(C=CC=C1)CCN1C[C@@H](C([C@@H](C1)O)O)O